O-(4-((4-((((((S)-1-(dimethylamino)-3-(2-(3-methoxy phenethyl) phenoxy) propan-2-yl) oxy) methoxy) (methoxy) phosphorothioyl) oxy) phenyl) thio) phenyl) O,O-dimethyl phosphorothioate P(OC1=CC=C(C=C1)SC1=CC=C(C=C1)OP(=S)(OC)OCO[C@@H](CN(C)C)COC1=C(C=CC=C1)CCC1=CC(=CC=C1)OC)(OC)(OC)=S